CC1(C(OC(=C1CC)C)=O)CC 3,5-dimethyl-diethyl-2(3H)furanone